7-(3-((2-methoxypyridin-4-yl)amino)-7,8-dihydro-1,6-naphthyridin-6(5H)-yl)-8-methyl-4H-pyrimido[1,2-b]pyridazin-4-one COC1=NC=CC(=C1)NC=1C=NC=2CCN(CC2C1)C=1C(=CC=2N(N1)C(C=CN2)=O)C